FC(OC=1C=C(C=CC1)N1C(N(C2=C1C=CC(=C2)C(=O)NC2(CCS(CC2)(=O)=O)C)C(C)C)=O)F 1-[3-(difluoromethoxy)phenyl]-3-isopropyl-N-(4-methyl-1,1-dioxo-thian-4-yl)-2-oxo-benzimidazole-5-carboxamide